1-(5-methoxypyridin-3-yl)-2-nitroethan-1-ol COC=1C=C(C=NC1)C(C[N+](=O)[O-])O